3-(5-cyano-4-(cyclopropylmethoxy)pyridin-2-yl)-1-(6-formyl-5-((4-methyl-2-oxopiperazin-1-yl)methyl)pyridin-2-yl)-1-methylurea C(#N)C=1C(=CC(=NC1)NC(N(C)C1=NC(=C(C=C1)CN1C(CN(CC1)C)=O)C=O)=O)OCC1CC1